(S)-N-((R)-(3-chloro-2,4-difluorophenyl)(3-(trifluoromethyl)bicyclo[1.1.1]pentan-1-yl)methyl)-2-oxoimidazolidine-4-carboxamide ClC=1C(=C(C=CC1F)[C@H](NC(=O)[C@H]1NC(NC1)=O)C12CC(C1)(C2)C(F)(F)F)F